C(C(=C)C)(=O)OCC[N+](C(C)=O)(C)C methacryloxyethyldimethyl-acetyl-ammonium